(2R,3S,5R)-5-(6-aminopurin-9-yl)-3-hydroxytetrahydrofuran NC1=C2N=CN(C2=NC=N1)[C@H]1C[C@@H](CO1)O